C1(CC1)NC(C1=C(C=CC(=C1)F)SC1=CC=C2C(=NNC2=C1)\C=C\C1=NC=C(C=C1)CN1CCCC1)=O N-cyclopropyl-5-fluoro-2-({3-[(E)-2-{5-[(pyrrolidin-1-yl)methyl]pyridine-2-yl}vinyl]-1H-indazol-6-yl}thio)benzamide